[Ti].[Ni].[Ta] tantalum nickel titanium